C1(CC1)[C@]1(C(N(C[C@H]1C)C=1C=2N(C=C(N1)C=1C=NN(C1)C(F)F)N=CC2)=O)C#N (3R,4S)-3-cyclopropyl-1-(6-(1-(difluoromethyl)-1H-pyrazol-4-yl)pyrazolo[1,5-a]pyrazin-4-yl)-4-methyl-2-oxopyrrolidine-3-carbonitrile